6-(4-cyclobutyl-4H-1,2,4-triazol-3-yl)pyridin-2-amine C1(CCC1)N1C(=NN=C1)C1=CC=CC(=N1)N